5-(1-methyl-1H-pyrazol-4-yl)-2-{3-[3-(propan-2-yl)piperazin-1-yl]-1,2,4-triazin-6-yl}phenol CN1N=CC(=C1)C=1C=CC(=C(C1)O)C1=CN=C(N=N1)N1CC(NCC1)C(C)C